6-bromo-3-imino-2-[(cis)-3-hydroxy-3-methylcyclobutyl]-4-(trifluoromethyl)-1-isoindolinone BrC1=CC(=C2C(N(C(C2=C1)=O)C1CC(C1)(C)O)=N)C(F)(F)F